1-oxo-2,3-dihydro-1H-indene-2-carboxylate O=C1C(CC2=CC=CC=C12)C(=O)[O-]